2-(methylthio)ethylammonium CSCC[NH3+]